ClC=1C=CC(=C(C1)C1=CC(N(C=C1OC)[C@H](C(=O)NC1=CC(=C(C(=O)N)C=C1)F)CC)=O)N1N=NC(=C1)C(F)(F)F 4-({(2S)-2-[4-{5-chloro-2-[4-(trifluoromethyl)-1H-1,2,3-triazol-1-yl]phenyl}-5-methoxy-2-oxopyridin-1(2H)-yl]butyryl}-amino)-2-fluorobenzamide